BrC1=CC=C(C=C1)C(C)(C)OC 1-bromo-4-(2-methoxypropan-2-yl)benzene